1-(2-(((tert-butyldimethylsilyl)oxy)methyl)-5-fluorophenyl)ethan-1-amine [Si](C)(C)(C(C)(C)C)OCC1=C(C=C(C=C1)F)C(C)N